ClC1=C(C=CC=C1Cl)C=1C=NC=C2C(=C(C=NC12)C(=O)N[C@H]1CCOC2=CC=CC=C12)N1CCOCC1 8-(2,3-dichlorophenyl)-N-[(4S)-3,4-dihydro-2H-chromen-4-yl]-4-(morpholin-4-yl)-1,6-naphthyridine-3-carboxamide